C(C)(=O)O.ClC=1C=C2C3=C(NC2=CC1)CNCC3 6-chloro-2,3,4,9-tetrahydro-1H-pyrido[3,4-b]Indole acetate